C(=O)O.OC1=C2CCCC2=CC(=C1C1=NN=C(C(N1C)=O)N[C@H]1CN(CCC1)CC)C 3-(4-Hydroxy-6-methyl-indan-5-yl)-4-methyl-6-[[(3R)-1-ethyl-3-piperidyl]amino]-1,2,4-triazin-5-one, formic acid salt